CC1C(CCC2C1O2)COC(=O)C2C(C1C(CC2)O1)C 3,4-epoxy-2-methylcyclohexylmethyl-3,4-epoxy-2-methylcyclohexanecarboxylate